N-(2-((dimethylamino)methyl)phenyl)-1-methyl-9-(1-methyl-1H-pyrazol-4-yl)-6,7-dihydro-5H-benzo[c][1,2,3]triazolo[1,5-a]azepin-7-amine CN(C)CC1=C(C=CC=C1)NC1C2=C(C=3N(CC1)N=NC3C)C=CC(=C2)C=2C=NN(C2)C